CNCC1=NN=C(O1)C=1C(=NC=CC1)NC1=CC=C(C=C1)C(F)(F)F 3-[5-(Methylaminomethyl)-1,3,4-oxadiazol-2-yl]-N-[4-(trifluoromethyl)phenyl]pyridin-2-amine